CCCCCCCCCCCCCCCCCCCC(=O)OC[C@H](COP(=O)([O-])OCC[N+](C)(C)C)OC(=O)CCCCCCCCCCCCCCC The molecule is a phosphatidylcholine 36:0 where the acyl substituents at positions 1 and 2 are icosanoyl and palmitoyl respectively. It is a phosphatidylcholine 36:0 and a 1-acyl-2-hexadecanoyl-sn-glycero-3-phosphocholine. It derives from a 1-icosanoyl-sn-glycero-3-phosphocholine and an icosanoic acid.